BrC=1C=C(C=2N(C1)N=CN2)F 6-bromo-8-fluoro-[1,2,4]triazolo[1,5-a]pyridine